1-octyl-3-methylimidazole bis(trifluoromethylsulfonyl)imide salt [N-](S(=O)(=O)C(F)(F)F)S(=O)(=O)C(F)(F)F.C(CCCCCCC)N1CN(C=C1)C